(2-aminophenyl)(methyl)(methylimino)-lambda6-sulfane NC1=C(C=CC=C1)[SH2](=NC)C